F\C(\C(=O)NC=1C=C2C(=NC=NC2=CC1OC)NC1=CC(=C(OC2=CC=C(C(=O)OC)C=C2)C=C1OC)C)=C\[C@@H]1N(CCC1)C Methyl (R,E)-4-(4-((6-(2-fluoro-3-(1-methylpyrrolidin-2-yl)acrylamido)-7-methoxyquinazoline-4-yl)amino)-5-methoxy-2-methylphenoxy)benzoate